Boric acid n-butyl ester C(CCC)OB(O)O